(R)-2-amino-4-methylpentanamide N[C@@H](C(=O)N)CC(C)C